FC1=C(OC=2N=CC(=NC2)NC(C(=C)N2CC(N(CC2)C(=O)C=2N=C(C(NC2)=O)C2=NNC=C2)(C)C)=O)C=CC(=C1)F (S)-N-(5-(2,4-difluorophenoxy)pyrazin-2-yl)-2-(3,3-dimethyl-4-(5-oxo-6-(1H-pyrazol-3-yl)-4,5-dihydropyrazine-2-carbonyl)piperazin-1-yl)propenamide